NC=1C(=NC(=CN1)C1=CC=C(C=C1)C)C(=O)NC1=CC=C(C=C1)S(=O)(=O)CP(OCC)(O)=O ethyl hydrogen (((4-(3-amino-6-(p-tolyl)pyrazine-2-carboxamido)phenyl)sulfonyl)methyl)phosphonate